(1R,2R,5S)-tert-butyl 2-((tosyloxy)methyl)-3-azabicyclo[3.1.0]hexane-3-carboxylate S(=O)(=O)(C1=CC=C(C)C=C1)OC[C@H]1[C@@H]2C[C@@H]2CN1C(=O)OC(C)(C)C